(rac)-2'-[6-amino-5-(trifluoromethyl)pyridin-3-yl]-N-(3-phenyloxetan-3-yl)-5',6'-dihydrospiro[pyrrolidine-3,4'-pyrrolo[1,2-b]pyrazole]-1-carboxamide NC1=C(C=C(C=N1)C=1C=C2N(N1)CC[C@]21CN(CC1)C(=O)NC1(COC1)C1=CC=CC=C1)C(F)(F)F |r|